FC1=C(C=CC(=C1)C(=O)NC1=CC(=C(C=C1)O)NS(=O)(=O)C1=CC=C(C=C1)F)C1=CC=CC=C1 fluoro-N-(3-((4-fluorophenyl)sulfonamido)-4-hydroxyphenyl)-[1,1'-biphenyl]-4-carboxamide